8-((dibutylamino)methyl)-3,9-dihydroxybenzo[5,6]oxazepin C(CCC)N(CCCC)CC1=C(C2=C(C=CC(=NO2)O)C=C1)O